4-(7-chloro-8-fluoro-2-((tetrahydro-1H-pyrrolizin-7a(5H)-yl)methoxy)pyrido[4,3-d]pyrimidin-4-yl)-6-methyl-1,4-oxazepan-6-ol ClC1=C(C=2N=C(N=C(C2C=N1)N1CCOCC(C1)(O)C)OCC12CCCN2CCC1)F